(4-(4-([1,2,4]triazolo[1,5-a]pyridin-6-yloxy)piperidin-1-yl)-6-chloro-5-methylpyrimidin-2-yl)methanol N=1C=NN2C1C=CC(=C2)OC2CCN(CC2)C2=NC(=NC(=C2C)Cl)CO